2-methyl-7-(2,2,2-trifluoroethoxy)imidazo[1,2-a]pyridine-6-carboxylic acid CC=1N=C2N(C=C(C(=C2)OCC(F)(F)F)C(=O)O)C1